O=C1NC(CC[C@H]1NC1=CC=C(C=C1)C1CCC(CC1)CC(=O)O)=O |r| 2-[4-[4-[[(3RS)-2,6-dioxo-3-piperidyl]amino]phenyl]cyclohexyl]acetic acid